C(C)(C)(C)N1N=CC=C1C(=O)[O-] 1-(tert-butyl)-1H-pyrazole-5-carboxylate